BrC1=CC=C(C=C1)C=1C(=NC2(N1)CCN(CC2)C(=O)OC(C)(C)C)C=CC(=O)O 3-(3-(4-bromophenyl)-8-(t-butoxycarbonyl)-1,4,8-triazaspiro[4.5]dec-1,3-dien-2-yl)acrylic acid